COC(=O)C=1C(N(C=2C3=C(CC(C2C1)C(C)(C)C)N1C(=N3)C(=CC(=C1)OC(F)F)OC)CC1=C(C=C(C=C1)OC)OC)=O.[Sn](I)(I)(I)I Tin Iodide methyl-5-(tert-butyl)-9-(difluoromethoxy)-1-(2,4-dimethoxybenzyl)-11-methoxy-2-oxo-1,2,5,6-tetrahydropyrido[2',1':2,3]imidazo[4,5-h]quinoline-3-carboxylate